(3E)-1-iodo-15,15-diethoxy-3-pentadecene ICC\C=C\CCCCCCCCCCC(OCC)OCC